CC1(CC(CO1)C=1C=C2C(=CC=NC2=CC1)C(=O)OC)C methyl 6-(5,5-dimethyltetrahydrofuran-3-yl)quinoline-4-carboxylate